cis-N1-(5-(4-fluoro-1-isopropyl-2-methyl-1H-benzo[d]imidazol-6-yl)pyrrolo[2,1-f][1,2,4]triazin-2-yl)-N3,N3-dimethylcyclobutane-1,3-diamine FC1=CC(=CC=2N(C(=NC21)C)C(C)C)C=2C=CN1N=C(N=CC12)N[C@@H]1C[C@@H](C1)N(C)C